BrC1=CC(=C(C=C1Cl)N1C(C=CC2=CC(=CC=C12)S(=O)(=O)N(C=1OC=CN1)CC1=C(C=C(C=C1)OC)OC)=O)OC (P)-1-(4-BROMO-5-CHLORO-2-METHOXYPHENYL)-N-(2,4-DIMETHOXYBENZYL)-N-(OXAZOL-2-YL)-2-OXO-1,2-DIHYDROQUINOLINE-6-SULFONAMIDE